5-bromopyridin-3-yl 2,4,6-tri-O-acetyl-3-[4-(4-chlorothiazol-2-yl)-1H-1,2,3-triazol-1-yl]-3-deoxy-1-thio-α-D-galactopyranoside C(C)(=O)O[C@H]1[C@@H](SC=2C=NC=C(C2)Br)O[C@@H]([C@@H]([C@@H]1N1N=NC(=C1)C=1SC=C(N1)Cl)OC(C)=O)COC(C)=O